FC(OC=1C=CC(=NC1)CC1CC2(CN(C2)C(=O)N2CC3(C2)NC(OC3)=O)C1)(F)F 2-[6-[[5-(trifluoromethoxy)-2-pyridyl]methyl]-2-azaspiro[3.3]heptane-2-carbonyl]-7-oxa-2,5-diazaspiro[3.4]octan-6-one